O.COC1=NC=CC=C1B(O)O 2-METHOXYPYRIDINE-3-BORONIC ACID HYDRATE